cis-11-hexadeceneenol C(=C/CCCCCCCCC=CCCCC)/O